1-bromo-3-(methoxymethoxy)naphthalene BrC1=CC(=CC2=CC=CC=C12)OCOC